tert-butyl 4-bromo-5,6-dihydropyridine-1(2H)-carbamate BrC1=CCN(CC1)NC(=O)OC(C)(C)C